siloxane dicarbamate C(N)(O[SiH2]OOC(N)=O)=O